isocyanatopropyl-silane N(=C=O)CCC[SiH3]